FC=1C=C(C=C(C1O)F)C=1C=C2C(=C(C=NC2=CC1)C#N)NC(C)C1=CC=CC=C1 6-(3,5-difluoro-4-hydroxy-phenyl)-4-(1-phenylethylamino)quinoline-3-carbonitrile